normal octyl methacrylate C(C(=C)C)(=O)OCCCCCCCC